C1(CCCC1)N(S(=O)(=O)NC(C1=CC(=C(C=C1)C(=O)N1CC2=C(CC1)C=1C(=CC(=C(C1OC2=O)C)N2C[C@@H](N(CC2)C)COC)C)F)=O)C (R)-N-(N-cyclopentyl-N-methylsulfamoyl)-3-fluoro-4-(8-(3-(methoxymethyl)-4-methylpiperazin-1-yl)-7,10-dimethyl-5-oxo-1,3,4,5-tetrahydro-2H-chromeno[3,4-c]pyridine-3-carbonyl)benzamide